2-((2-cyclopropyl-1-oxo-6-thiomorpholino-1,2-dihydroisoquinolin-4-yl)(methyl)amino)-4-(4-fluorophenyl)thiazole-5-carbonitrile C1(CC1)N1C(C2=CC=C(C=C2C(=C1)N(C=1SC(=C(N1)C1=CC=C(C=C1)F)C#N)C)N1CCSCC1)=O